C(C(C)(C)C)ON=O.[N+](=O)([O-])N[N+]=1NN=NC1N[N+](=O)[O-] 1,5-dinitroaminotetrazolium neo-pentyl-nitrite